bromonitropropan BrC(CC)[N+](=O)[O-]